C(C)C=1C(NC2=CC(=CC=C2N1)CNC1CC(C1)NC1=CC=C(C=C1)F)=O 3-ethyl-7-(((3-((4-fluorophenyl)amino)cyclobutyl)amino)methyl)quinoxalin-2(1H)-one